methyl 4-amino-5-bromo-pyridine-3-carboxylate NC1=C(C=NC=C1Br)C(=O)OC